N-([1,1'-biphenyl]-4-yl)-5'-(naphthalene-2-yl)-[1,1':2',1''-Terphenyl]-4-amine C1(=CC=C(C=C1)NC1=CC=C(C=C1)C=1C(=CC=C(C1)C1=CC2=CC=CC=C2C=C1)C1=CC=CC=C1)C1=CC=CC=C1